C(CCC)OC(CCOCCOCCOCCOCCNC(CCC#C)=O)=O.C1(=CC=CC=2CCCCC12)OC1OCCCC1 2-((5,6,7,8-Tetrahydronaphthalen-1-yl)oxy)tetrahydro-2H-pyran Butyl-1-(pent-4-ynamido)-3,6,9,12-tetraoxapentadecan-15-oate